C[C@H](C(=O)O)OS(=O)(=O)O The molecule is the (R)-enantiomer of 2-O-sulfolactic acid. It is a conjugate acid of a (R)-2-O-sulfonatolactate(2-). It is an enantiomer of a (S)-2-O-sulfolactic acid.